ClC1=CC=C(C(=N1)C(=O)NS(=O)(=O)C)N[C@H](C)C=1C=C(C=C2C(N(C(=NC12)N(CC1(CC1)C(F)(F)F)C)C)=O)C (R)-6-chloro-3-((1-(3,6-dimethyl-2-(methyl((1-(trifluoromethyl)cyclopropyl)methyl)amino)-4-oxo-3,4-dihydroquinazolin-8-yl)ethyl)amino)-N-(methylsulfonyl)picolinamide